2-isopropyl-5-(5-nitro-1-((2-(trimethylsilyl)ethoxy)methyl)-1H-indazol-3-yl)oxazole C(C)(C)C=1OC(=CN1)C1=NN(C2=CC=C(C=C12)[N+](=O)[O-])COCC[Si](C)(C)C